2,3-dihydroxylpropanephosphonic acid OC(CP(O)(=O)O)CO